1-methyl-4-(4-methylpent-3-en-1-yl)cyclohex-3-enecarbaldehyde CC1(CC=C(CC1)CCC=C(C)C)C=O